OCC1=NC=CC(=C1)C1=C2CNC(C2=CC=C1)=O 4-(2-(hydroxymethyl)pyridin-4-yl)isoindolin-1-one